OC1=CC=C2C(CCOC2=C1OC)=O 7-hydroxy-8-methoxychroman-4-one